4-Hydroxy-4-((6-(2-(4-methylpiperazin-1-yl)ethoxy)-4-oxoquinazolin-3(4H)-yl)methyl)piperidine-1-carboxylic acid tert-butyl ester C(C)(C)(C)OC(=O)N1CCC(CC1)(CN1C=NC2=CC=C(C=C2C1=O)OCCN1CCN(CC1)C)O